2-[3-(hydroxymethyl)-4-[1-methyl-6-oxo-5-(4,5,6,7-tetrahydropyrazolo[1,5-a]pyrazin-2-ylamino)-3-pyridyl]-2-pyridyl]-3,4,6,7,8,9-hexahydropyrazino[1,2-a]indol-1-one OCC=1C(=NC=CC1C1=CN(C(C(=C1)NC1=NN2C(CNCC2)=C1)=O)C)N1C(C=2N(C=3CCCCC3C2)CC1)=O